zirconium diisopropoxide bis(ethylacetoacetate) C(C)CC(CC(=O)[O-])=O.C(C)CC(CC(=O)[O-])=O.CC([O-])C.CC([O-])C.[Zr+4]